C1(CC1)C1=NOC(=N1)NC1=NC(=NN2C1=C(C(=C2)C2=NN(C=C2)C(C)C)C)C=2N(C=CN2)C 3-Cyclopropyl-N-(6-(1-isopropyl-1H-pyrazol-3-yl)-5-methyl-2-(1-methyl-1H-imidazol-2-yl)pyrrolo[2,1-f][1,2,4]triazin-4-yl)-1,2,4-oxadiazol-5-amine